ClC=1C(=CC=C2C=CC=C(C12)C1=NC=CC(=C1F)N)F 2-(8-chloro-7-fluoronaphthalen-1-yl)-3-fluoropyridin-4-amine